6-tertiary butyl-4-xylenol C(C)(C)(C)C1=CC(=CCC1(C)O)C